2-(4-isopropyl-4-methyl-5-oxo-2-imidazolin-2-yl)-5-(methoxymethyl)-nicotinic acid C(C)(C)C1(N=C(NC1=O)C1=C(C(=O)O)C=C(C=N1)COC)C